NC1=CC2=CN(N=C2C(=C1)C1=COC=C1)CCC(C)(O)C 4-(5-amino-7-(furan-3-yl)-2H-indazol-2-yl)-2-methylbutan-2-ol